(E)-1-(3-(1-(4-(dimethylamino)but-2-enoyl)-2,3-dihydro-1H-pyrrolo[2,3-b]pyridin-5-yl)phenyl)-N-(5-ethylthiazol-2-yl)cyclopropane-1-carboxamide CN(C/C=C/C(=O)N1CCC=2C1=NC=C(C2)C=2C=C(C=CC2)C2(CC2)C(=O)NC=2SC(=CN2)CC)C